COC=1C=CC=C2C(=C(C=NC12)C#N)N1CCC(CC1)CCS(=O)(=N)C 8-methoxy-4-(4-(2-(S-methylsulfonimidoyl)ethyl)piperidin-1-yl)quinoline-3-carbonitrile